COC(C1=CC(=NC=C1F)C(C)=O)=O 2-Acetyl-5-fluoroisonicotinic acid methyl ester